ClC1=CC2=C(N(C(N=C2N2[C@H](CN([C@@H](C2)C)C(C=C)=O)C)=O)C=2C(=NC=CC2C)C(C)C)N=C1C1=C(C=CC=C1)OC(F)F (M)-6-Chloro-7-[2-(difluoromethoxy)phenyl]-4-[(2S,5R)-2,5-dimethyl-4-prop-2-enoyl-piperazin-1-yl]-1-(2-isopropyl-4-methyl-3-pyridyl)pyrido[2,3-d]pyrimidin-2-one